(1R,4R)-4-((6-bromo-4-((4-methylpiperidin-1-yl)methyl)pyridin-2-yl)amino)cyclohexan-1-ol BrC1=CC(=CC(=N1)NC1CCC(CC1)O)CN1CCC(CC1)C